tert-butyl (1S,3S,5S)-3-(hydroxymethyl)-2-azabicyclo[3.1.0]hexane-2-carboxylate OC[C@H]1N([C@H]2C[C@H]2C1)C(=O)OC(C)(C)C